COC=1C=C(C=CC1)N1C(=C2C(N(N=CC2=C1C)C1=CC=C(CNC(C)=O)C=C1)=O)C N-(4-(6-(3-methoxyphenyl)-5,7-dimethyl-1-oxo-1H-pyrrolo[3,4-d]pyridazin-2(6H)-yl)benzyl)acetamide